C(C(=C)C)(=O)OCCC[Si](OC(C)=O)(OC(C)=O)OC(C)=O 3-methacryloxypropyltriacetoxysilane